FC(C(=O)OC)C(=O)OC dimethyl 2-fluoropropanedioate